C(C(C)C)[C@H]1C(N(CCN1)[C@H](C(=O)N1CCC(CC1)CCC(=O)N)CC(C)C)=O 3-(1-{(S)-2-[(S)-3-Isobutyl-2-oxo-1-piperazinyl]-4-methylvaleryl}-4-piperidyl)propionamide